1-bromo-3-(tetrahydrofuran-3-yl)propan-2-one BrCC(CC1COCC1)=O